4-(8-(2,4-dichlorophenyl)-9-(4-(((S)-1-(3-fluoropropyl)pyrrolidin-3-yl)oxy)phenyl)-6,7-dihydro-5H-benzo[7]annulen-3-yl)-3H-1,2,3,5-oxathiadiazole 2-oxide hydrochloride Cl.ClC1=C(C=CC(=C1)Cl)C=1CCCC2=C(C1C1=CC=C(C=C1)O[C@@H]1CN(CC1)CCCF)C=CC(=C2)C=2NS(ON2)=O